CC=1C=C(C=CC1C(F)(F)F)C1=CN=CC(=N1)C(=O)O 6-(3-methyl-4-(trifluoromethyl)phenyl)pyrazine-2-carboxylic acid